4-((6-(azetidin-3-yl)-[1,2,4]triazolo[1,5-a]pyridin-2-yl)amino)-6-(cyclopropanecarboxamido)-N-methylpyridazine-3-carboxamide hydrochloride Cl.N1CC(C1)C=1C=CC=2N(C1)N=C(N2)NC2=C(N=NC(=C2)NC(=O)C2CC2)C(=O)NC